(S)-5-((((2'-(3-((4-(((1-acetylpiperidin-4-yl)amino)methyl)-3-fluoropyridin-2-yl)amino)-2-chlorophenyl)-3'-fluoro-6-methoxy-[2,4'-bipyridin]-5-yl)methyl)amino)methyl)pyrrolidin-2-one C(C)(=O)N1CCC(CC1)NCC1=C(C(=NC=C1)NC=1C(=C(C=CC1)C1=NC=CC(=C1F)C1=NC(=C(C=C1)CNC[C@@H]1CCC(N1)=O)OC)Cl)F